Dimethylsilyl-(benzo[e]inden-3-yl)(3-(sec-butyl)-1,5,6,7-tetrahydro-s-indacenyl)zirconium dichloride [Cl-].[Cl-].C[SiH](C)[Zr+2](C1C=C(C2=CC=3CCCC3C=C12)C(C)CC)C1C=CC=2C3=C(C=CC12)C=CC=C3